C(C)(=O)[C@@H]1CC(N(C1)[C@@H](C)C1=CC=C(C=C1)OC)=O (R)-4-acetyl-1-[(S)-1-(4-methoxyphenyl)-ethyl]-pyrrolidin-2-one